2-[3-(3-chloro-2-piperazin-1-yl-6-quinolyl)phenyl]ethanamine ClC=1C(=NC2=CC=C(C=C2C1)C=1C=C(C=CC1)CCN)N1CCNCC1